BrC=1C=C(C=CC1)CCC(=O)NC1=CC=CC=C1 3-(3-bromophenyl)-N-phenylpropionamide